FC1=CC=C(C=N1)C=1C(=NC=CC1)N1CCC(CC1)C=1NC(=NN1)N 5-(1-(6'-fluoro-[3,3'-bipyridin]-2-yl)piperidin-4-yl)-4H-1,2,4-triazol-3-amine